C12OCC(N(C1)C1=CC(=C(C(=O)N[C@H](C(=O)O)CC3=CC=C(C=C3)N3C(C4(C5=CC=CC(=C35)Cl)CC4)=O)C(=C1)Cl)Cl)C2 (2S)-2-(4-(2-oxa-5-azabicyclo[2.2.1]hept-5-yl)-2,6-dichlorobenzoylamino)-3-(4-(7'-chloro-2'-oxospiro[cyclopropane-1,3'-indoline]-1'-yl)phenyl)propionic acid